NC=1C=C(C=CC1O[Si](C)(C)C(C)(C)C)N1C(C2=C(CCC1)C=C(C=C2)C2=CC=CC=C2)=O 2-(3-amino-4-((tert-butyldimethylsilyl)oxy)phenyl)-7-phenyl-2,3,4,5-tetrahydro-1H-benzo[c]azepin-1-one